oxocalcium O=[Ca]